C1(=CC=CC=C1)C(C(=O)OCCC(C(C(C(C)C)C(C)(C)C)O)C(C)(C)C)C 3,5-di-tert-butyl-4-hydroxy-iso-octyl phenylpropionate